methyl 2-(2-amino-4-(methoxycarbonyl) phenyl)-1-methyl-1H-pyrrole-3-carboxylate NC1=C(C=CC(=C1)C(=O)OC)C=1N(C=CC1C(=O)OC)C